FC(C(O)(O)F)CCCCCCC Difluorononandiol